2,4-dimethyl-cyclohexanediol CC1C(CCC(C1)C)(O)O